3-Amino-6-[3-(3,3-difluoroazetidin-1-yl)azetidin-1-yl]-4-(7-fluoro-1H-indazol-4-yl)-1H-1,10-phenanthrolin-2-one NC=1C(NC2=C3N=CC=CC3=C(C=C2C1C1=C2C=NNC2=C(C=C1)F)N1CC(C1)N1CC(C1)(F)F)=O